4-(3-(6-(4-hydroxycyclohex-1-en-1-yl)pyridin-3-yl)-6-methoxy-1-((2-(trimethylsilyl)ethoxy)methyl)-1H-pyrazolo[4,3-b]pyridin-5-yl)-2,3-dihydro-1H-indene-1-carbonitrile OC1CC=C(CC1)C1=CC=C(C=N1)C1=NN(C=2C1=NC(=C(C2)OC)C2=C1CCC(C1=CC=C2)C#N)COCC[Si](C)(C)C